CC1(C(N(C2=CC=C(C=C12)C(F)(F)F)CC(=O)NC(CCC(=O)OC)(C)C)=O)C methyl 4-(2-(3,3-dimethyl-2-oxo-5-(trifluoromethyl) indolin-1-yl) acetamido)-4-methylpentanoate